ClC1=C(C=CC=C1Cl)N1CCN(CC1)CCC1CC(C1)NS(=O)(=O)C1=CC=C(C=C1)C N-(3-(2-(4-(2,3-dichlorophenyl)piperazin-1-yl)ethyl)cyclobutyl)-4-methylbenzenesulfonamide